NCCCN(CCCN)CCCN N',N'-bis(3-aminopropyl)propane-1,3-diamine